C(C)C(OC1=CC=CC=C1)(CC)C=1C(=C(C=CC1)O)C(CC)(CC)OC1=CC=CC=C1 bis(diethylphenoxymethyl)phenol